COC1=C(N)C=CC=C1C1=NC=C2N=CN(C2=N1)C 2-methoxy-3-(9-methyl-9H-purin-2-yl)aniline